ClC1=NC(=CC(=C1C(=O)NC=1SC(=NN1)OCC1OCC(OC1)(C)C)C1=CC=NC=C1OC)C chloro-N-(5-((5,5-dimethyl-1,4-dioxan-2-yl)methoxy)-1,3,4-thiadiazol-2-yl)-5'-methoxy-6-methyl-(4,4'-bipyridine)-3-carboxamide